O1C(CCC1)C(C)NC(=O)C1=NC=CN=C1 N-(1-(tetrahydrofuran-2-yl)ethyl)pyrazine-2-carboxamide